C(=O)O.O=C1NC(CCC1N1C(C2=CC=C(C=C2C1=O)OCC(=O)NCC(=O)NC)=O)=O 2-(2-((2-(2,6-dioxopiperidin-3-yl)-1,3-dioxoisoindol-5-yl)oxy)acetamido)-N-methylacetamide formate